CC1(C(C1C(N[C@@H]1C[C@H](OC2=CC=CC=C12)C(F)(F)F)=O)C(N1C(NC(CC1=O)(CC)CC)=[NH2+])C=1C=[NH+]C=CC1)C [1-[[2,2-dimethyl-3-[[(2S,4R)-2-(trifluoromethyl)chroman-4-yl]carbamoyl]cyclopropyl]-pyridin-1-ium-3-yl-methyl]-4,4-diethyl-6-oxo-hexahydropyrimidin-2-ylidene]ammonium